C(C)N(CC(=O)O)CC 2-(diethylamino)-acetic acid